N-(((2R,4R)-4-methoxypyrrolidin-2-yl)(phenyl)methyl)-4-(7H-pyrrolo[2,3-d]pyrimidin-4-yl)-3,4-dihydro-2H-1,4-thiazine-6-carboxamide CO[C@@H]1C[C@@H](NC1)C(NC(=O)C1=CN(CCS1)C=1C2=C(N=CN1)NC=C2)C2=CC=CC=C2